5,5',5'',5'''-(5-(2,6-diphenylpyrimidin-4-yl)-6-(6-methylpyridin-2-yl)benzene-1,2,3,4-tetrayl)tetrakis(5H-benzo[b]carbazole) C1(=CC=CC=C1)C1=NC(=CC(=N1)C=1C(=C(C(=C(C1C1=NC(=CC=C1)C)N1C2=CC=CC=C2C=2C=C3C(=CC12)C=CC=C3)N3C1=CC=CC=C1C=1C=C2C(=CC31)C=CC=C2)N2C3=CC=CC=C3C=3C=C1C(=CC23)C=CC=C1)N1C2=CC=CC=C2C=2C=C3C(=CC12)C=CC=C3)C3=CC=CC=C3